propyl-dicyclohexyl-2,3-difluoroanisole C(CC)C1=C(C(=C(C(=C1OC)F)F)C1CCCCC1)C1CCCCC1